OC(CC(=O)O)(C)C.ClC1=C2CN(C(C2=CC(=C1)CNC1(CCC1)C)=O)C1=CC(=CC=C1)C1(CC(C1)CC)C1=NN=CN1C 4-chloro-2-(3-((1s,3r)-3-ethyl-1-(4-methyl-4H-1,2,4-triazol-3-yl)cyclobutyl)phenyl)-6-(((1-methylcyclobutyl)amino)methyl)isoindolin-1-one β-Hydroxy-β-Methylbutyrate